7-methoxyquinolin-3-carbonitrile COC1=CC=C2C=C(C=NC2=C1)C#N